BrC1=NN(C2=NC(=NC(=C21)NCC2=CC=C(C=C2)S(=O)(=O)N)OCC)C 4-((3-Bromo-6-ethoxy-1-methyl-1H-pyrazolo[3,4-d]pyrimidin-4-yl)aminomethyl)-benzenesulfonamide